C(CC(=C)C)OC1=CC=C2C(C(=C(OC2=C1)C1=CC(=C(C=C1)OC)OC)O)=O 7-isopentenyloxy-3',4'-dimethoxy-flavonol